N1=C(C=CC=C1)NC1=NC=C(C=N1)C(=O)O (pyridin-2-ylamino)pyrimidine-5-carboxylic acid